3-(2-methanesulfonylethoxy)-1-[(1r,4r)-4-[(1r,5s)-3-oxa-8-azabicyclo[3.2.1]oct-8-yl]cyclohexyl]-1H-pyrazol-4-amine CS(=O)(=O)CCOC1=NN(C=C1N)C1CCC(CC1)N1[C@H]2COC[C@@H]1CC2